C(C1=CC=CC=C1)NCC1=C2C=3C(=C4C(=NC3C=C1F)C1=CC3=C(C(N1C4)=O)COC([C@]3(O)CC)=O)CCC2 (S)-4-((benzylamino)methyl)-9-ethyl-5-fluoro-9-hydroxy-1,2,3,9,12,15-hexahydro-10H,13H-benzo[de]pyrano[3',4':6,7]indolizino[1,2-b]quinoline-10,13-dione